BrC1=CC=C(C=C1)C1=CC2=C(N=C/3N(C2=O)CCC\C3=C/C3=CC(=C(C=C3)OC)OC)O1 (E)-2-(4-bromophenyl)-9-(3,4-dimethoxybenzylidene)-6,7,8,9-tetrahydro-4H-furo[2,3-d]pyrido[1,2-a]pyrimidin-4-one